(6-(2-(4-Fluoro-3-methylphenyl)pyridin-3-yl)imidazo[1,2-a]pyridin-3-yl)(4-methylpiperazin-1-yl)methanone FC1=C(C=C(C=C1)C1=NC=CC=C1C=1C=CC=2N(C1)C(=CN2)C(=O)N2CCN(CC2)C)C